OCC(CC=1C=C(C=CC1)S(=O)(=O)N1CCC(CC1)NC(OC(C)(C)C)=O)CC tert-butyl (1-((3-(2-(hydroxymethyl)butyl)phenyl)sulfonyl)-piperidin-4-yl)carbamate